2'-chloro-N-[5-(4-hydroxypiperidin-1-yl)-[1,3]thiazolo[5,4-d]pyrimidin-2-yl]-5'-methoxy-6-methyl-[4,4'-bipyridine]-3-carboxamide ClC1=NC=C(C(=C1)C1=C(C=NC(=C1)C)C(=O)NC=1SC=2N=C(N=CC2N1)N1CCC(CC1)O)OC